1-bromo-2-(bromomethyl)-3-(difluoromethyl)benzene BrC1=C(C(=CC=C1)C(F)F)CBr